2-{(3R)-3-[(cyclobutyloxy)methyl][1,4'-bipiperidin]-1'-yl}-N-[(3,5-difluoropyridin-2-yl)methyl]-1,3-thiazole-5-carboxamide C1(CCC1)OC[C@H]1CN(CCC1)C1CCN(CC1)C=1SC(=CN1)C(=O)NCC1=NC=C(C=C1F)F